5-cyclopropyl-1,3-dimethylpyrazole-4-boronic acid pinacol ester C1(CC1)C1=C(C(=NN1C)C)B1OC(C)(C)C(C)(C)O1